CN1N=C(C(=C1)C(C)=O)NCC1=C(C=CC=C1)C(F)(F)F 1-[1-Methyl-3-(2-trifluoromethyl-benzylamino)-1H-pyrazol-4-yl]-ethanone